CN1N=CC(=C1)C=1C=CC=2N(C1)N=CC2N2CCN(CC2)C(=O)OCC=2SC(=CN2)Cl (5-chlorothiazol-2-yl)methyl 4-(6-(1-methyl-1H-pyrazol-4-yl)pyrazolo[1,5-a]pyridin-3-yl)piperazine-1-carboxylate